OC[C@H](C)N1C=NC2=C(C1=O)C=C(N=C2C=2C=NN(C2)C)C2=CC=C(C=C2)OC(F)(F)F (S)-3-(1-hydroxypropan-2-yl)-8-(1-methyl-1H-pyrazol-4-yl)-6-(4-(trifluoromethoxy)phenyl)pyrido[3,4-d]pyrimidin-4(3H)-one